1-(Cyclopropylamino)-4-(2-methylpyridin-4-yl)-6-(trifluoromethyl)-3H-pyrido[1,2-c]pyrimidine C1(CC1)NC1=NCC(=C2N1C=CC(=C2)C(F)(F)F)C2=CC(=NC=C2)C